(S)-1-(5-bromopyridin-2-yl)ethylamine BrC=1C=CC(=NC1)[C@H](C)N